ClC1=NC(=C(C(=N1)NCC1=CC(=CC=C1)[N+](=O)[O-])CCCl)C 2-chloro-5-(2-chloroethyl)-6-methyl-N-(3-nitrobenzyl)pyrimidin-4-amine